(9S)-7-[4-(2-azaspiro[4.5]decan-8-yl)phenyl]-4,5,9,13-tetramethyl-3-thia-1,8,11,12-tetrazatricyclo[8.3.0.02,6]trideca-2(6),4,7,10,12-pentaene C1NCCC12CCC(CC2)C2=CC=C(C=C2)C=2C=1C(=C(SC1N1C(=NN=C1[C@@H](N2)C)C)C)C